2-({2-cyclopropyl-4-[4-(2-dimethylamino-phenyl)-piperidin-1-yl]-7-methyl-quinazolin-6-yl}-methyl-amino)-ethanol C1(CC1)C1=NC2=CC(=C(C=C2C(=N1)N1CCC(CC1)C1=C(C=CC=C1)N(C)C)N(CCO)C)C